(R)-8-((S)-5H-imidazo[5,1-a]isoindol-5-yl)-5,6,7,8-tetrahydroisoquinolin-8-ol C=1N=CN2C1C1=CC=CC=C1[C@H]2[C@]2(CCCC=1C=CN=CC21)O